5-pentylidene oxalate C1(C(=O)OC(CCCC)O1)=O